C(C1=CC=CC=C1)OC1=C(C(=CC(=C1)O)O)C(=O)N1CC2=CC=CC(=C2C1)NC1CCOCC1 (2-(benzyloxy)-4,6-dihydroxyphenyl)(4-((tetrahydro-2H-pyran-4-yl)amino)isoindolin-2-yl)methanone